C(C)(=O)OCCCC1=C(N(C2=C(C(=CC=C12)Cl)C=1C(=NN(C1CO)CC)C)C)C(=O)OC Methyl 3-(3-acetoxypropyl)-6-chloro-7-(1-ethyl-5-(hydroxymethyl)-3-methyl-1H-pyrazol-4-yl)-1-methyl-1H-indole-2-carboxylate